(Z)-2-(4-((5-cyclopropyl-3-(2,6-dichlorophenyl)isoxazol-4-yl)methoxy)piperidin-1-yl)-N'-hydroxypyrimidine-5-carboximidamide C1(CC1)C1=C(C(=NO1)C1=C(C=CC=C1Cl)Cl)COC1CCN(CC1)C1=NC=C(C=N1)/C(/N)=N/O